(S)-7-(4-(2-hydroxy-1-phenylethylamino)-5-(1,3,4-oxadiazol-2-yl)pyrimidin-2-ylamino)-1,2-dimethylquinazolin-4(1H)-one OC[C@H](C1=CC=CC=C1)NC1=NC(=NC=C1C=1OC=NN1)NC1=CC=C2C(N=C(N(C2=C1)C)C)=O